2-(3-(2-(2-Aminoethoxy)ethoxy)propanamido)-N-(4,5-dimethylthiazol-2-yl)benzamide NCCOCCOCCC(=O)NC1=C(C(=O)NC=2SC(=C(N2)C)C)C=CC=C1